(4-((2-((4-(N,N-diisopropylsulfamoyl)benzyl)oxy) phenyl)thio)-3-fluorobut-2-en-1-yl) carbamate C(N)(OCC=C(CSC1=C(C=CC=C1)OCC1=CC=C(C=C1)S(N(C(C)C)C(C)C)(=O)=O)F)=O